COC1=CC=C(C=N1)N1C=NC2=CC=C(C=C2C1=O)CN1CCC(CC1)C=1C=C2CN(C(C2=CC1)=O)C1C(NC(CC1)=O)=O 3-(5-(1-((3-(6-methoxypyridin-3-yl)-4-oxo-3,4-dihydroquinazolin-6-yl)methyl)piperidin-4-yl)-1-oxoisoindolin-2-yl)piperidine-2,6-dione